1-bromo-5-chloro-2-methyl-4-(1-methylcyclopropyl)benzene BrC1=C(C=C(C(=C1)Cl)C1(CC1)C)C